OCC1(CCN(CC1)C(=O)OC(C)(C)C)NC(=O)C1=CC=2NC(=C(C2S1)C(C)C)C=1C=C(C=2N(C1)N=CN2)C tert-butyl 4-(hydroxymethyl)-4-(6-isopropyl-5-(8-methyl-[1,2,4]triazolo[1,5-a]pyridin-6-yl)-4H-thieno[3,2-b]pyrrole-2-carboxamido)piperidine-1-carboxylate